ClC=1C(=NN(C1C)C=1C=C(C(=O)NC=2C=CC3=CN(N=C3C2)C)C=CC1)C(F)(F)F 3-[4-Chloro-5-methyl-3-(trifluoromethyl)pyrazol-1-yl]-N-(2-methylindazol-6-yl)benzamide